[I-].C(CCCCC)N1CC=CC2=CC=CC=C12 1-n-hexylquinoline iodide salt